4-[2-(methacryloyloxy)ethoxy]-4-oxo-butanoic acid C(C(=C)C)(=O)OCCOC(CCC(=O)O)=O